(S)-N-(2,3-dihydro-1H-inden-1-yl)-2-acetylenyl-thiazole-4-carboxamide [C@@H]1(CCC2=CC=CC=C12)NC(=O)C=1N=C(SC1)C#C